1-(3,5-dicarboxybenzyl)-3,5-pyrazoledicarboxylic acid C(=O)(O)C=1C=C(CN2N=C(C=C2C(=O)O)C(=O)O)C=C(C1)C(=O)O